(E)-2-(6-(2-(3-methylbenzylidene)hydrazinyl)-2-morpholino-9H-purin-9-yl)-1-(o-tolyl)ethan-1-one CC=1C=C(\C=N\NC2=C3N=CN(C3=NC(=N2)N2CCOCC2)CC(=O)C2=C(C=CC=C2)C)C=CC1